3-methylbutyl nitrite N(=O)OCCC(C)C